isopropyl (S)-6-diazo-2-((S)-3-(4-fluoro-1H-indol-3-yl)-2-hydroxypropanamido)-5-oxohexanoate [N+](=[N-])=CC(CC[C@@H](C(=O)OC(C)C)NC([C@H](CC1=CNC2=CC=CC(=C12)F)O)=O)=O